COC=1C=C(C=CC1OC)\C=C\C(CC(\C=C\C1=CC(=C(C=C1)OC)OC)=O)=O (1E,6E)-1,7-bis(3,4-dimethoxyphenyl)heptan-1,6-Diene-3,5-dione